(R)-1-(5-((4-isobutyl-3-(methoxymethyl)piperazin-1-yl)methyl)pyrazolo[1,5-a]pyridin-3-yl)dihydropyrimidine-2,4(1H,3H)-dione C(C(C)C)N1[C@H](CN(CC1)CC1=CC=2N(C=C1)N=CC2N2C(NC(CC2)=O)=O)COC